Cl.NC(C(=O)N1CCN(CC1)C(=O)NC1=NC(N(C=C1)C1=CC=C(C=C1)CN1CC(C1)(C)N)=O)(C)C 4-(2-Amino-2-methylpropanoyl)-N-(1-(4-((3-amino-3-methylazetidin-1-yl)methyl)phenyl)-2-oxo-1,2-dihydropyrimidin-4-yl)piperazine-1-carboxamide hydrochloride salt